NC1=C2N=CN(C2=NC(=N1)Cl)C1CCC(CC1)C(=O)NC1=NN(C(=C1)C)C 4-(6-amino-2-chloro-9H-purin-9-yl)-N-(1,5-dimethyl-1H-pyrazol-3-yl)cyclohexanecarboxamide